2-(3,5-dichloro-4-(4-hydroxy-3-isopropylbenzyl)phenoxy)-N-((1R,2S)-2-fluorocyclopropyl)acetamide ClC=1C=C(OCC(=O)N[C@H]2[C@H](C2)F)C=C(C1CC1=CC(=C(C=C1)O)C(C)C)Cl